ClC1=CC=C2C(=N1)NC1=C2C=NC=C1 2-chloro-9H-pyrrolo[2,3-b:4,5-c']dipyridine